C(C)(C)(C)N(C(O)=O)[C@H](C)C=1N=C2N(C=C(C=C2N2C(N(C3(CN(C3)C)C2)C)=O)C2CC2)C1.OCCN(CCO)CN1N=NC2=C1C=CC=C2 1-[N,N-bis(hydroxyethyl)aminomethyl]benzotriazole tert-butyl-(R)-(1-(6-cyclopropyl-8-(2,5-dimethyl-6-oxo-2,5,7-triazaspiro[3.4]octan-7-yl)imidazo[1,2-a]pyridin-2-yl)ethyl)carbamate